COC(C(=CC)NC(=O)OC(C)(C)C)=O 2-((tert-Butoxycarbonyl)amino)but-2-enoic acid methyl ester